CC1=NN=C(S1)C1=CC(=C2C=CC3=C(C=C(C4=CC=C1C2=C34)C=3SC(=NN3)C)C=3SC(=NN3)C)C=3SC(=NN3)C 1,3,6,8-tetrakis(5-methyl-1,3,4-thiadiazol-2-yl)pyrene